FC=1C=C2C(=CNC(C2=CC1F)=O)C(C)N(C(C1=CC=C(C=C1)C(F)(F)F)=O)C N-(1-(6,7-Difluoro-1-oxo-1,2-dihydroisoquinolin-4-yl)ethyl)-N-methyl-4-(trifluoromethyl)benzamide